triethylenglycol dimethyl ether COCCOCCOCCOC